C(C=C)(=O)N1CC[N+](CC1)(\C\1=C\C(CCCCC1)OC(NCCNC(=O)OC(C)(C)C)=O)[O-] (E)-4-Acryloyl-1-(3-(((2-((tert-butoxycarbonyl)amino)ethyl)carbamoyl)oxy)cyclooct-1-en-1-yl)piperazine 1-oxide